NC1=C(C(=NN1C(C)C)C1=CC=C(C=C1)CSC1=CC=CC=C1)C(=O)N 5-amino-1-isopropyl-3-(4-(phenylsulfanylmethyl)phenyl)-1H-pyrazole-4-carboxamide